N-methyl-5-((3-(4-((1-methylpiperidin-4-yl)amino)-1-(2,2,2-trifluoroethyl)-1H-indol-2-yl)prop-2-yn-1-yl)amino)thiophene-2-carboxamide CNC(=O)C=1SC(=CC1)NCC#CC=1N(C2=CC=CC(=C2C1)NC1CCN(CC1)C)CC(F)(F)F